C(C)C=1NC(=C(N1)C)\C=C\1/C(NC2=CC=C(C=C12)C1=C(C2=C(OCCN2)N=C1)C)=O (Z)-3-((2-ethyl-4-methyl-1H-imidazol-5-yl)methylene)-5-(8-methyl-2,3-dihydro-1H-pyrido[2,3-b][1,4]oxazin-7-yl)indolin-2-one